ClC1=CC=C2C(=NC(N(C2=C1)C1=CC=CC=C1)=O)N1CCN(CC1)C 7-Chloro-4-(4-methylpiperazin-1-yl)-1-phenylquinazolin-2(1H)-one